(5S,6R)-5-(4-(4-(dimethoxymethyl)piperidin-1-yl)phenyl)-8,8-difluoro-6-(4-fluorophenyl)-5,6,7,8-tetrahydronaphthalen-2-ol COC(C1CCN(CC1)C1=CC=C(C=C1)[C@H]1C=2C=CC(=CC2C(C[C@H]1C1=CC=C(C=C1)F)(F)F)O)OC